BrC=1C=C(C2=COC3=C(C(=C(C=C3C2=O)Br)OC)Br)C=C(C1OC)Br 3',5',6,8-tetrabromo-4',7-dimethoxyisoflavone